(3R,4S)-1-Cyclopropylmethyl-4-{[5-(2,4-difluoro-phenyl)-isoxazole-3-carbonyl]-amino}-piperidine-3-carboxylic Acid (1-pyrimidin-2-yl-cyclopropyl)-amide N1=C(N=CC=C1)C1(CC1)NC(=O)[C@@H]1CN(CC[C@@H]1NC(=O)C1=NOC(=C1)C1=C(C=C(C=C1)F)F)CC1CC1